6-[(6-chloro-1-methyl-1H-indazol-5-yl)imino]-3-[(1-methyl-1H-1,2,4-triazol-3-yl)methyl]-1-[(2,4,5-trifluorophenyl)methyl]-1,3,5-triazine-2,4-dione ClC1=C(C=C2C=NN(C2=C1)C)N=C1NC(N(C(N1CC1=C(C=C(C(=C1)F)F)F)=O)CC1=NN(C=N1)C)=O